3-(3,5-Dimethyl-1-(3-methyl-[1,2,4]triazolo[4,3-b]pyridazin-6-yl)-1H-pyrazol-4-yl)-1-(4-(2-fluoro-4-(1H-tetrazol-5-yl)benzyl)piperazin-1-yl)propan-1-one CC1=NN(C(=C1CCC(=O)N1CCN(CC1)CC1=C(C=C(C=C1)C1=NN=NN1)F)C)C=1C=CC=2N(N1)C(=NN2)C